5-(2-(benzyloxy)-4-chloro-6-(trifluoromethoxy)phenyl)-N-(1-ethylpiperidin-3-yl)oxazolo[4,5-b]pyridin-2-amine C(C1=CC=CC=C1)OC1=C(C(=CC(=C1)Cl)OC(F)(F)F)C1=CC=C2C(=N1)N=C(O2)NC2CN(CCC2)CC